methyl 5-oxo-5H-thieno[3,2-b]pyran-6-carboxylate O=C1C(=CC2=C(O1)C=CS2)C(=O)OC